ClC1=CC=C(C=C1)C1=NN(C(C2=CC=CC=C12)=O)NC(CC1=CC(=CC(=C1)F)F)=O N-[4-(4-chlorophenyl)-1-oxophthalazin-2(1H)-yl]-2-(3,5-difluorophenyl)acetamide